C12(CC3CC(CC(C1)C3)C2)C=2C(=CC(=C(C(=O)NCC3=C(C=CC(=C3)OC)OC)C2)O)O 5-adamantan-1-yl-N-(2,5-dimethoxybenzyl)-2,4-dihydroxy-benzoic acid amide